N-((2R,3R)-2-(2-fluoro-3-((1-methylcyclopropyl)ethynyl)benzyl)-1-((R)-oxetane-2-carbonyl)piperidin-3-yl)methanesulfonamide FC1=C(C[C@H]2N(CCC[C@H]2NS(=O)(=O)C)C(=O)[C@@H]2OCC2)C=CC=C1C#CC1(CC1)C